7-(8-ethylnaphthalen-1-yl)-8-fluoro-2-((tetrahydro-1H-pyrrolizin-7a(5H)-yl)methoxy)-4-(2,2,2-trifluoroethoxy)pyrido[4,3-d]pyrimidine C(C)C=1C=CC=C2C=CC=C(C12)C1=C(C=2N=C(N=C(C2C=N1)OCC(F)(F)F)OCC12CCCN2CCC1)F